FC=1C(=CC(=C(C1)C1=CC=C(N=N1)N1CC(CC1)N(C(OCCCC)=O)C1CC(C1)F)OCOC)C1=CN=NC(=C1)OC butyl N-(1-{6-[5-fluoro-2-(methoxymethoxy)-4-(6-methoxypyridazin-4-yl)phenyl]pyridazin-3-yl}pyrrolidin-3-yl)-N-[(1s,3s)-3-fluorocyclobutyl]carbamate